[N+](=O)([O-])C=1C=C(C2=C(CCO2)C1)O 5-Nitro-2,3-dihydrobenzofuran-7-ol